NC1=NC=CC(=N1)C(C1CC1)NC(OCC1=CC=CC=C1)=O Benzyl ((2-aminopyrimidin-4-yl)(cyclopropyl)methyl)carbamate